CC1(NC(CC(C1)OC(=O)CC(CC(=O)[O-])(C(=O)[O-])O)(C)C)C (2,2,6,6-tetramethyl-4-piperidyl)-2-hydroxypropane-1,2,3-tricarboxylate